2-(difluoromethyl)-N-[1,1,3-trimethyl-2,3-dihydro-1H-inden-4-yl]Pyridine-3-carboxamide FC(C1=NC=CC=C1C(=O)NC1=C2C(CC(C2=CC=C1)(C)C)C)F